ClC=1C(=CC2=C(C=3N(C(CO2)C(C)C)C=C2C(C3)=NOC2=O)C1)OC 2-chloro-7-isopropyl-3-methoxy-6,7-dihydro-10H-benzo[f]isoxazolo[3',4':4,5]pyrido[1,2-d][1,4]oxazepin-10-one